(1S,2S)-2-(4-chloropyridin-2-yl)-N-(4-(((6-cyclopropylimidazo[1,2-a]pyridin-2-yl)methyl)(2-hydroxyethyl)amino)pyridin-2-yl)cyclopropane-1-carboxamide ClC1=CC(=NC=C1)[C@@H]1[C@H](C1)C(=O)NC1=NC=CC(=C1)N(CCO)CC=1N=C2N(C=C(C=C2)C2CC2)C1